O1C(CCC1)C(=O)N1CCC2(C(C2)CNC(=O)C2=CC=3C(=CN=CC3)O2)CC1 N-[[6-(tetrahydrofuran-2-carbonyl)-6-azaspiro[2.5]octan-2-yl]methyl]furo[2,3-c]pyridine-2-carboxamide